N-isobutyl-1H-indole-2-carboxamide C(C(C)C)NC(=O)C=1NC2=CC=CC=C2C1